ClC1=NC=CC2=CC=C(C(=C12)OC)OC 1-chloro-7,8-dimethoxyisoquinoline